ClC=1C=C(OC=2C=CC=C3CC(C(N(C23)C)=O)(NC([O-])=O)C(C)(C)C)C=CC1 N-(8-(3-chlorophenoxy)-1-methyl-2-oxo-Tert-butyl 1,2,3,4-tetrahydroquinolin-3-yl)carbamate